IC1=CC(=C(C(=O)NC=2C=NN3C2CN(CC3)CC(F)(F)F)C=C1)N1CCC3(CC3)CC1 4-iodo-2-(6-azaspiro[2.5]octan-6-yl)-N-(5-(2,2,2-trifluoroethyl)-4,5,6,7-tetrahydropyrazolo[1,5-a]pyrazin-3-yl)benzamide